ClC1=CC(=CC(=N1)N1CCN(CC1)S(=O)(=O)C1=CC=C(C=C1)N1C(CC(C1)CN1CCN(CC1)C)=O)C(F)(F)F 1-[4-[4-[6-Chloro-4-(trifluoromethyl)-2-pyridyl]piperazin-1-yl]sulfonylphenyl]-4-[(4-methylpiperazin-1-yl)methyl]pyrrolidin-2-one